1-methyl-2-dodecyl-isoindoline CC1N(CC2=CC=CC=C12)CCCCCCCCCCCC